CCCCCCCCCCCCCCCCCCCCCCCCCCCCCCCCCCCCCCCCCCCCCCCCCCCCCC n-Tetrapentacontane